COC=1C=CC(=C(C(=O)N[C@H](C)C2=CC=CC3=CC=CC=C23)C1)OCCC (R)-5-methoxy-N-(1-(naphthalen-1-yl)ethyl)-2-propoxybenzamide